C(C1=CC=CC=C1)OC=1C(=C(C2=CC(=CC=C2C1)O[C@H]1CNCC1)F)N1CC(NS1(=O)=O)=O 5-[3-benzyloxy-1-fluoro-7-[(3R)-pyrrolidin-3-yl]oxy-2-naphthyl]-1,1-dioxo-1,2,5-thiadiazolidin-3-one